BrC=1C(=C(N)C(=CC1F)F)I 3-bromo-4,6-difluoro-2-iodoaniline